6-methyl-7-oxo-1-toluenesulfonyl-6,7-dihydro-1H-pyrrolo[2,3-c]pyridine-2-carboxylate CN1C(C2=C(C=C1)C=C(N2S(=O)(=O)CC2=CC=CC=C2)C(=O)[O-])=O